ClC1=NC=CC(=C1Cl)N1CCN(CC1)CC=1C=C2CN(C(C2=CC1)=O)N1C(NC(CC1)=O)=O 1-(5-((4-(2,3-dichloropyridin-4-yl)piperazin-1-yl)methyl)-1-oxoisoindolin-2-yl)dihydropyrimidine-2,4(1H,3H)-dione